3-[[2-[4-[4-ethoxy-6-[(4-methoxyphenyl)methoxy]-3-pyridyl]-2-fluoro-phenyl]acetyl]amino]-N-[2-[(1S,4S)-2-oxa-5-azabicyclo[2.2.1]heptan-5-yl]ethyl]-5-(trifluoromethyl)benzamide C(C)OC1=C(C=NC(=C1)OCC1=CC=C(C=C1)OC)C1=CC(=C(C=C1)CC(=O)NC=1C=C(C(=O)NCCN2[C@@H]3CO[C@H](C2)C3)C=C(C1)C(F)(F)F)F